methyl-2-((4-((R)-2-(4-chloro-2-fluorophenyl)-2-methyl-2H-chromene-8-yl)piperidin-1-yl)methyl)-3-(((S)-oxetan-2-yl)methyl)-3H-imidazo[4,5-b]pyridine CC1=CC=C2C(=N1)N(C(=N2)CN2CCC(CC2)C=2C=CC=C1C=C[C@](OC21)(C)C2=C(C=C(C=C2)Cl)F)C[C@H]2OCC2